CN1N=C(C2=CC=CC(=C12)CCCOC1CCNCC1)N1CNCCC1 1-[1-methyl-7-[3-(4-piperidyloxy)propyl]indazol-3-yl]hexahydropyrimidine